BrC(C(F)(F)F)Br 2,2-dibromo-1,1,1-trifluoro-ethane